4-(3-((2-((4-methyl-2-(1-methylpiperidin-4-yl)oxazol-5-yl)amino)-5-(trifluoromethyl)pyrimidin-4-yl)amino)propyl)-1,4-oxazepan-5-one CC=1N=C(OC1NC1=NC=C(C(=N1)NCCCN1CCOCCC1=O)C(F)(F)F)C1CCN(CC1)C